(E)-6-(6-(ethoxy-1,1-d2)pyridin-3-yl)-N'-((2-fluoro-5-methoxypyridin-3-yl)methylene)pyrazine-2-carbohydrazide C(C)(OC1=CC=C(C=N1)C1=CN=CC(=N1)C(=O)N/N=C/C=1C(=NC=C(C1)OC)F)([2H])[2H]